6-[4-(difluoromethoxy)phenyl]-2-(3-fluorophenyl)-N-[(2S)-1-hydroxy-3-methylbut-2-yl]-3-oxo-2,3-dihydropyridazine-4-carboxamide FC(OC1=CC=C(C=C1)C=1C=C(C(N(N1)C1=CC(=CC=C1)F)=O)C(=O)N[C@H](CO)C(C)C)F